7-(2-fluoro-6-methyl-phenyl)-N5-[[(3S)-1-methyl-3-piperidyl]methyl]isoquinoline-3,5-diamine FC1=C(C(=CC=C1)C)C=1C=C(C=2C=C(N=CC2C1)N)NC[C@H]1CN(CCC1)C